N1(CCCCC1)C(=O)ON(C1=NC=CC=C1N)C(C)(C)C tert-butyl-((3-aminopyridin-2-yl) amino) piperidine-1-carboxylate